sodium monostearyl succinate C(CCC(=O)[O-])(=O)OCCCCCCCCCCCCCCCCCC.[Na+]